C1(=CC=CC2=CC=CC=C12)CC(=O)Cl Naphthaleneacetyl chloride